FC(C=1C(=C(C=CC1)[C@@H](C)NC(=O)C1=CN(C(C=C1NC1[C@@H]2CN(C[C@H]1C2)C)=O)C2(CC2)C(F)F)F)F N-((R)-1-(3-(difluoromethyl)-2-fluorophenyl)ethyl)-1-(1-(difluoromethyl)cyclopropyl)-4-(((1R,5s,6s)-3-methyl-3-azabicyclo[3.1.1]hept-6-yl)amino)-6-oxo-1,6-dihydropyridine-3-carboxamide